tert-Butyl N-[5-[[2-[2-(benzothiophen-3-yl)-1-piperidyl]-2-oxo-acetyl]amino]-3-methyl-2-pyridyl]carbamate S1C=C(C2=C1C=CC=C2)C2N(CCCC2)C(C(=O)NC=2C=C(C(=NC2)NC(OC(C)(C)C)=O)C)=O